6-[6-methoxy-5-(pyrazol-1-yl)pyridin-2-yl]-N-methyl-N-(2,2,6,6-tetramethylpiperidin-4-yl)pyridazin-3-amine COC1=C(C=CC(=N1)C1=CC=C(N=N1)N(C1CC(NC(C1)(C)C)(C)C)C)N1N=CC=C1